BrC=1C=C(C=C(C1NC(CO)CCO[Si](C)(C)C(C)(C)C)[N+](=O)[O-])S(=O)(=O)N 3-bromo-4-((4-((tert-butyldimethylsilyl)oxy)-1-hydroxybutan-2-yl)amino)-5-nitrobenzenesulfonamide